C(CCCCCC(C)C)(=O)OC(CCCCCC(C)C)=O isononanoic acid anhydride